2-(4-cyclopropyl-6-methoxypyrimidin-5-yl)-8-((2-(trifluoromethyl)-6,7-dihydro-5H-benzo[c]imidazo[1,2-a]azepin-9-yl)methyl)-7,8-dihydropteridin-6(5H)-one C1(CC1)C1=NC=NC(=C1C1=NC=2N(CC(NC2C=N1)=O)CC1=CC2=C(C=3N(CCC2)C=C(N3)C(F)(F)F)C=C1)OC